(5-amino-8-chloroquinolin-6-yl)-[7-fluoro-2-(oxan-2-yl)indazol-4-yl]methanone NC1=C2C=CC=NC2=C(C=C1C(=O)C=1C2=CN(N=C2C(=CC1)F)C1OCCCC1)Cl